FC(OC1=CN=C2C(=N1)NC(=C2C2=NC=CC=C2)C2=CC(=NC=C2)NC([C@H](CC(F)F)C2=CC=C(C=C2)F)=O)F (2R)-N-{4-[3-(Difluoromethoxy)-7-(pyridin-2-yl)-5H-pyrrolo[2,3-b]pyrazin-6-yl]pyridin-2-yl}-4,4-difluoro-2-(4-fluorophenyl)butanamid